CC=1N=C(C=2C(N1)=CN(C(C2)NC2COCC2)[2H])O 2-methyl-6-((tetrahydrofuran-3-yl)amino)pyrido[3,4-d]pyrimidin-4-ol-7-d